2-((2-ethyl-6-fluoro-5-(6-(4-methylpiperazine-1-carbonyl)-2,6-diazaspiro[3.3]heptan-2-yl)pyrazolo[1,5-a]pyridin-3-yl)(methyl)amino)-4-(4-fluorophenyl)thiazole-5-carbonitrile C(C)C1=NN2C(C=C(C(=C2)F)N2CC3(C2)CN(C3)C(=O)N3CCN(CC3)C)=C1N(C=1SC(=C(N1)C1=CC=C(C=C1)F)C#N)C